pyrrolin tartrate C(=O)(O)C(O)C(O)C(=O)O.N1C=CCC1